(1S,2S)-8-(methylsulfonyl)-2-((S)-5H-imidazo[5,1-a]isoindol-5-yl)-8-azaspiro[4.5]decan-1-ol CS(=O)(=O)N1CCC2(CC[C@H]([C@@H]2O)[C@@H]2N3C(C4=CC=CC=C24)=CN=C3)CC1